N[C@H]1CC[C@H](CC1)N[C@H]1[C@@H](C1)C1=CC=C(C=C1)C1=CC(=CC=C1)NS(=O)(=O)N1CCNCC1 N-(4'-((1S,2R)-2-(((cis)-4-aminocyclohexyl)amino)cyclopropyl)-[1,1'-biphenyl]-3-yl)piperazine-1-sulfonamide